(Z)-3-bromo-3-(p-trifluoromethylphenyl)acrolein Br\C(=C/C=O)\C1=CC=C(C=C1)C(F)(F)F